CN(CCN1C(=NN=C1SC1=CC=CC=C1)C1=C(C=C(C=C1)NC(=O)C1CC1)N1CC(CC(C1)C)C)C N-[4-[4-[2-(dimethylamino)ethyl]-5-phenylsulfanyl-1,2,4-triazol-3-yl]-3-(3,5-dimethylpiperidin-1-yl)phenyl]cyclopropanecarboxamide